(bis-decyl) hydrogen phosphite P(OCCCCCCCCCC)(OCCCCCCCCCC)O